1-(tert-butoxycarbonyl)-3-ethylazetidine-3-carboxylic acid C(C)(C)(C)OC(=O)N1CC(C1)(C(=O)O)CC